ClC1=C(C=NC=C1)S(=O)(=N[Si](C)(C)C)CP(OCC)(OCC)=O diethyl ((4-chloro-N-(trimethylsilyl)pyridine-3-sulfonimidoyl)methyl)phosphonate